4-(fluorosulfonyloxy)benzoic acid FS(=O)(=O)OC1=CC=C(C(=O)O)C=C1